iridium(III) ((N-methyl-benzimidazol-2-yl)-7-(diethylamino)-coumarin) CN1C(=NC2=C1C=CC=C2)C=2C(OC1=CC(=CC=C1C2)N(CC)CC)=O.[Ir+3]